2-(4-chloro-3-(trifluoromethyl)phenyl)-3-(4-(morpholin-4-yl)but-1-ynyl)-6-(5-(trifluoromethyl)-2H-pyrazol-3-yl)phenol ClC1=C(C=C(C=C1)C1=C(C(=CC=C1C#CCCN1CCOCC1)C=1NN=C(C1)C(F)(F)F)O)C(F)(F)F